C(C)OC(C(C(CC)C)O)=O (+/-)-2-hydroxy-3-methylpentanoic acid ethyl ester